tert-butyl N-[5-[[2-[(2S,5R)-2-(3-chlorophenyl)-5-methyl-1-piperidyl]-2-oxo-acetyl]amino]-3-methyl-2-pyridyl]carbamate ClC=1C=C(C=CC1)[C@H]1N(C[C@@H](CC1)C)C(C(=O)NC=1C=C(C(=NC1)NC(OC(C)(C)C)=O)C)=O